CN1C(=NC2=NC=C(C(=C21)C#N)OC=2C(=C1C(=NC2)NC=C1)C)NC=1C(N(C=C(C1)C(F)(F)F)C)=O 1-methyl-6-((4-methyl-1H-pyrrolo[2,3-b]pyridin-5-yl)oxy)-2-((1-methyl-2-oxo-5-(trifluoromethyl)-1,2-dihydropyridin-3-yl)amino)-1H-imidazo[4,5-b]pyridine-7-carbonitrile